(2R,4S)-4-(5-benzyl-2H-tetrazol-2-yl)-1-(cyclopropanecarbonyl)pyrrolidin C(C1=CC=CC=C1)C=1N=NN(N1)[C@H]1CCN(C1)C(=O)C1CC1